(2R)-{[(2S,5R)-2-carbamoyl-3-methyl-7-oxo-1,6-diazabicyclo[3.2.1]oct-3-en-6-yl]oxy}(fluoro)ethanoic acid lithium salt [Li+].C(N)(=O)[C@H]1N2C(N([C@H](C=C1C)C2)O[C@@H](C(=O)[O-])F)=O